COC=1C=CC2=C(N=C(S2)C=2C=C(C=NC2)CN(C(=O)N)C)C1 1-((5-(5-methoxybenzo[d]thiazol-2-yl)pyridin-3-yl)methyl)-1-methylurea